(6-Methoxy-3-(6-(1-(morpholine-4-carbonyl)pyrrolidin-3-yl)pyridin-3-yl)-1H-pyrazolo[4,3-b]pyridin-5-yl)-2,3-dihydro-1H-indene-1-carbonitrile COC=1C=C2C(=NC1C1(CCC3=CC=CC=C13)C#N)C(=NN2)C=2C=NC(=CC2)C2CN(CC2)C(=O)N2CCOCC2